Cl.CO[C@H]1[C@@H](CNCC1)OC1=CC(=CC=C1)C(F)(F)F |r| (±)-Trans-4-methoxy-3-(3-(trifluoromethyl)phenoxy)piperidine-HCl